6-(4-((1-(4-(1,2-bis(4-hydroxyphenyl)but-1-en-1-yl)phenyl)piperidin-4-yl)methyl)piperazine-1-yl-2,2,3,3,5,5,6,6-d8)-2-(2,6-dioxopiperidin-3-yl)-4,5-difluoroisoIndoline-1,3-dione OC1=CC=C(C=C1)C(=C(CC)C1=CC=C(C=C1)O)C1=CC=C(C=C1)N1CCC(CC1)CN1C(C(N(C(C1([2H])[2H])([2H])[2H])C1=C(C(=C2C(N(C(C2=C1)=O)C1C(NC(CC1)=O)=O)=O)F)F)([2H])[2H])([2H])[2H]